O=C1N(CC2(C1)CCN(CC2)C(=O)OC(C)(C)C)C2=NC=CC(=C2)C(F)(F)F tert-butyl 3-oxo-2-(4-(trifluoromethyl)pyridin-2-yl)-2,8-diazaspiro[4.5]decane-8-carboxylate